C(C)OC(C(C)OCCOS(=O)(=O)C1=CC=C(C)C=C1)=O 2-(2-(tosyloxy)ethoxy)propanoic acid ethyl ester